N,N-dibutyl-benzamide C(CCC)N(C(C1=CC=CC=C1)=O)CCCC